(6-(4-((4-(1H-pyrazol-4-yl)phenyl)amino)thieno[2,3-d]pyrimidin-2-yl)-1-methyl-1H-indol-2-yl)(3,3-difluoroazetidin-1-yl)methanone N1N=CC(=C1)C1=CC=C(C=C1)NC=1C2=C(N=C(N1)C1=CC=C3C=C(N(C3=C1)C)C(=O)N1CC(C1)(F)F)SC=C2